(S)-2-((5-chloro-8-hydroxy-1,2,3,4-tetrahydroisoquinolin-1-yl)methyl)isoindoline-1,3-dione ClC1=C2CCN[C@@H](C2=C(C=C1)O)CN1C(C2=CC=CC=C2C1=O)=O